O1N=C(C2=C1C=CC=C2)COC=2C=CC(=C1CCN([C@@H](C21)CN2C(CCC2)=O)C([C@@H](CC(=O)OC(C)(C)C)C)=O)Cl Tert-butyl (R)-4-((S)-8-(benzo[d]isoxazol-3-ylmethoxy)-5-chloro-1-((2-oxopyrrolidin-1-yl) methyl)-3,4-dihydroisoquinolin-2(1H)-yl)-3-methyl-4-oxobutanoate